(2-((4-(4-methylpiperazin-1-yl)phenyl)amino)-4-((tetrahydro-2H-pyran-4-yl)amino)-7H-pyrrolo[2,3-d]pyrimidin-5-yl)methanone CN1CCN(CC1)C1=CC=C(C=C1)NC=1N=C(C2=C(N1)NC=C2C=O)NC2CCOCC2